C(C)(C)(C)OC(=O)O[C@@H]1[C@H]([C@H](N(C1)C(=O)OC(C)(C)C)CC1=CC=C(C=C1)OC)OC(CC[C@@H]1N(CCN(C1)C)C)=O tert-butyl (2R,3S,4S)-4-[(tert-butoxycarbonyl)oxy]-3-({3-[(2S)-1,4-dimethylpiperazin-2-yl]propanoyl}oxy)-2-[(4-methoxyphenyl)methyl]pyrrolidine-1-carboxylate